2-(2,5-dimethyl-1H-pyrrol-1-yl)-7-(6-(1-(1-(4-fluorophenyl)-2,2-dimethylpropyl)-1H-pyrazol-4-yl)pyrazin-2-yl)-[1,2,4]triazolo[1,5-a]pyridine CC=1N(C(=CC1)C)C1=NN2C(C=C(C=C2)C2=NC(=CN=C2)C=2C=NN(C2)C(C(C)(C)C)C2=CC=C(C=C2)F)=N1